C(C=C)(=O)NC=1C=C(C=CC1)C=1C=C(C=C2C=NC=NC12)C=1C=CC(=NC1)C(=O)NC1=CC=CC=C1 5-(8-(3-acrylamidophenyl)quinazolin-6-yl)-N-phenylpyridinecarboxamide